(S)-N-((3-((5-(7-amino-5,7-dihydro-spiro[cyclopenta[c]pyridine-6,4'-piperidin]-1'-yl)pyrazin-2-yl)thio)-2-chloro-phenyl)carbamoyl)benzenesulfonamide N[C@@H]1C=2C=NC=CC2CC12CCN(CC2)C=2N=CC(=NC2)SC=2C(=C(C=CC2)NC(=O)NS(=O)(=O)C2=CC=CC=C2)Cl